Cl.C(C)(C)(C)C1=CC(=C(C=N1)C=1NC=2C=CN=C(C2C(C1)=O)C(=O)N)C1CCC(CC1)C(F)(F)F 2-[6-tert-butyl-4-[4-(trifluoromethyl)cyclohexyl]-3-pyridinyl]-4-oxo-1H-1,6-naphthyridine-5-carboxamide hydrochloride